tert-butyl N-(1-{[2-(2,6-dioxopiperidin-3-yl)-1,3-dioxo-2,3-dihydro-1H-isoindol-4-yl]carbamoyl}-2,5,8,11,14-pentaoxahexadecan-16-yl)carbamate O=C1NC(CCC1N1C(C2=CC=CC(=C2C1=O)NC(=O)COCCOCCOCCOCCOCCNC(OC(C)(C)C)=O)=O)=O